[Si](=O)=O.[Ag] Silver-silicon dioxide